BrC=1C=C2C(C(C(C2=CC1Br)(C([2H])([2H])[2H])C([2H])([2H])[2H])(C([2H])([2H])[2H])C([2H])([2H])[2H])(C([2H])([2H])[2H])C([2H])([2H])[2H] 5,6-Dibromo-2,3-dihydro-1,1,2,2,3,3-hexa(methyl-d3)-1H-inden